dimethyl-aminopropanesulfonic acid CC(C(S(=O)(=O)O)N)(C)C